The molecule is a secondary alcohol that is ethanol in which one of the hydrogens at position 1 has been replaced by a cyclopentyl group. It is a member of cyclopentanes and a secondary alcohol. CC(C1CCCC1)O